C1(CCCCC1)NC(=O)C1=CC2=CC=C(C=C2C=C1)C(=O)NC1CCCCC1 N,N'-dicyclohexyl-2,6-naphthalenediamide